The molecule is a maleate salt obtained by reaction of pizotifen with one equivalent of maleic acid. It has a role as a histamine antagonist, a muscarinic antagonist and a serotonergic antagonist. It contains a pizotifen(1+). CN1CCC(=C2C3=C(CCC4=CC=CC=C42)SC=C3)CC1.C(=C\\C(=O)O)\\C(=O)O